6'-((6-Aminopyrimidin-4-yl)amino)-8',9'-dihydrospiro[cyclohexane-1,3'-cyclopenta[c]imidazo[1,5-a]pyridine]-1',5'(2'H,7'H)-dione NC1=CC(=NC=N1)NC1=C2C(=C3N(C1=O)C1(NC3=O)CCCCC1)CCC2